(3S,5S)-tert-Butyl 3-fluoro-5-((6-(3-fluoro-4-(propylsulfonamido)phenyl)-8-methylpyrido[3,2-d]pyrimidin-2-yl)amino)piperidine-1-carboxylate F[C@@H]1CN(C[C@H](C1)NC=1N=CC2=C(N1)C(=CC(=N2)C2=CC(=C(C=C2)NS(=O)(=O)CCC)F)C)C(=O)OC(C)(C)C